C(C1=CC=CC=C1)OC1=C(C(=O)N[C@@H](CO)[C@H]2CC[C@@H](N2C)C(=O)OC(C)(C)C)C=CC=C1 tert-butyl (2R,5R)-5-((R)-1-(2-(benzyloxy)benzamido)-2-hydroxyethyl)-1-methylpyrrolidine-2-carboxylate